FC1=C(C=CC(=C1)F)C(=C)C 2,4-Difluoro-1-(prop-1-en-2-yl)benzene